2-[2'-hydroxy-3',5'-bis(alpha,alpha-dimethylbenzyl)phenyl]-2H-benzotriazole OC1=C(C(C)(C)C=2C=C(C=C(C2)N2N=C3C(=N2)C=CC=C3)C(C3=CC=CC=C3)(C)C)C=CC=C1